1-Cyclopentyl-3-(2,6-difluoro-3,5-dimethoxyphenyl)-8-(morpholinomethyl)-1,3,4,7-tetrahydro-2H-pyrrolo[3',2':5,6]pyrido[4,3-d]pyrimidine-2-thione C1(CCCC1)N1C(N(CC2=C1C1=C(N=C2)NC(=C1)CN1CCOCC1)C1=C(C(=CC(=C1F)OC)OC)F)=S